1-((R)-3-cyclohexyl-2-(4-(isopropylsulfonyl)benzamido)propanoyl)-4-(5-(2-hydroxypropan-2-yl)-1H-1,2,3-triazol-1-yl)pyrrolidine-2-carboxamide C1(CCCCC1)C[C@H](C(=O)N1C(CC(C1)N1N=NC=C1C(C)(C)O)C(=O)N)NC(C1=CC=C(C=C1)S(=O)(=O)C(C)C)=O